N1=NN(C2=NC=CC=C21)C2=CC(=C(C(=O)N([C@H]1CNCCC1)C1=NC=CC=C1C=1CNCC1)C=C2)F (R)-4-(3H-[1,2,3]triazolo[4,5-b]pyridin-3-yl)-N-(3-(2,5-dihydro-1H-pyrrol-3-yl)pyridin-2-yl)-2-fluoro-N-(piperidin-3-yl)benzamide